2-(4-dimethylaminophenyl)-4-(1-methoxyphenyloxy)quinazoline CN(C1=CC=C(C=C1)C1=NC2=CC=CC=C2C(=N1)OC1(CC=CC=C1)OC)C